cyclobutan-1-ol, formate salt C(=O)O.C1(CCC1)O